N1C=C(C2=CC=CC=C12)C=1C=CC=2N(C1)C(=CN2)C2=NC(=NC=C2)NC2=CC=C(C=N2)N2CCN(CC2)C(C)=O 1-(4-(6-((4-(6-(1H-indol-3-yl)imidazo[1,2-a]pyridin-3-yl)pyrimidin-2-yl)amino)pyridin-3-yl)piperazin-1-yl)ethan-1-one